(3E)-6-(dimethylamino)pyridine-3-carbaldehyde oxime CN(C1=CC=C(C=N1)C=NO)C